FC1C[C@H](N2C1OC1(C2=O)CCNCC1)C1=CC=CC=C1 (5'S)-7'-fluoro-5'-phenyltetrahydro-3'H-spiro[piperidine-4,2'-pyrrolo[2,1-b]oxazol]-3'-one